N1-(5-(3-cyclopropylphenyl)-1H-indol-3-yl)-N2-methyloxalamide C1(CC1)C=1C=C(C=CC1)C=1C=C2C(=CNC2=CC1)NC(C(=O)NC)=O